C1(CCC1)NC(C[C@H](CCN1CCOCC1)NC(=O)C1=NN(C(=C1)C1=C(C=CC=C1)C(F)(F)F)C1CCCC1)=O (3S)-N-cyclobutyl-3-({1-cyclopentyl-5-[2-(trifluoromethyl)phenyl]-1H-pyrazol-3-yl}formamido)-5-(morpholin-4-yl)pentanamide